(3aR,7aR)-3a-(3-cyclopropyl-4,5-dimethoxy-phenyl)-1-methyl-2,3,4,5,7,7a-hexahydroindol-6-one C1(CC1)C=1C=C(C=C(C1OC)OC)[C@]12CCN([C@@H]2CC(CC1)=O)C